ClC1=CC=C(C(=N1)C=1C=C(C2=C(COB2O)C1)F)NC(C)C=1C=C(C=C2C(C(=C(OC12)C(C)C)C)=O)C 8-[1-[[6-chloro-2-(7-fluoro-1-hydroxy-3H-2,1-benzoxaborol-5-yl)-3-pyridyl]amino]ethyl]-2-isopropyl-3,6-dimethyl-chromen-4-one